The molecule is a 24-residue single-stranded DNA oligonucleotide consisting of an alternating sequence of deoxycytidine and deoxyguanosine residues, all connected by 3'->5' phosphodiester linkages. It forms one strand of the double-stranded DNA oligonucleotide [d(C-G).d(C-G)]12 [synonym d(CG/GC)12]. C1[C@@H]([C@H](O[C@H]1N2C=NC3=C2N=C(NC3=O)N)COP(=O)(O)O[C@H]4C[C@@H](O[C@@H]4COP(=O)(O)O[C@H]5C[C@@H](O[C@@H]5COP(=O)(O)O[C@H]6C[C@@H](O[C@@H]6COP(=O)(O)O[C@H]7C[C@@H](O[C@@H]7COP(=O)(O)O[C@H]8C[C@@H](O[C@@H]8COP(=O)(O)O[C@H]9C[C@@H](O[C@@H]9COP(=O)(O)O[C@H]1C[C@@H](O[C@@H]1COP(=O)(O)O[C@H]1C[C@@H](O[C@@H]1COP(=O)(O)O[C@H]1C[C@@H](O[C@@H]1COP(=O)(O)O[C@H]1C[C@@H](O[C@@H]1COP(=O)(O)O[C@H]1C[C@@H](O[C@@H]1COP(=O)(O)O[C@H]1C[C@@H](O[C@@H]1COP(=O)(O)O[C@H]1C[C@@H](O[C@@H]1COP(=O)(O)O[C@H]1C[C@@H](O[C@@H]1COP(=O)(O)O[C@H]1C[C@@H](O[C@@H]1COP(=O)(O)O[C@H]1C[C@@H](O[C@@H]1COP(=O)(O)O[C@H]1C[C@@H](O[C@@H]1COP(=O)(O)O[C@H]1C[C@@H](O[C@@H]1COP(=O)(O)O[C@H]1C[C@@H](O[C@@H]1COP(=O)(O)O[C@H]1C[C@@H](O[C@@H]1COP(=O)(O)O[C@H]1C[C@@H](O[C@@H]1COP(=O)(O)O[C@H]1C[C@@H](O[C@@H]1COP(=O)(O)O[C@H]1C[C@@H](O[C@@H]1CO)N1C=CC(=NC1=O)N)N1C=NC2=C1N=C(NC2=O)N)N1C=CC(=NC1=O)N)N1C=NC2=C1N=C(NC2=O)N)N1C=CC(=NC1=O)N)N1C=NC2=C1N=C(NC2=O)N)N1C=CC(=NC1=O)N)N1C=NC2=C1N=C(NC2=O)N)N1C=CC(=NC1=O)N)N1C=NC2=C1N=C(NC2=O)N)N1C=CC(=NC1=O)N)N1C=NC2=C1N=C(NC2=O)N)N1C=CC(=NC1=O)N)N1C=NC2=C1N=C(NC2=O)N)N1C=CC(=NC1=O)N)N1C=NC2=C1N=C(NC2=O)N)N1C=CC(=NC1=O)N)N1C=NC2=C1N=C(NC2=O)N)N1C=CC(=NC1=O)N)N1C=NC2=C1N=C(NC2=O)N)N1C=CC(=NC1=O)N)N1C=NC2=C1N=C(NC2=O)N)N1C=CC(=NC1=O)N)O